CC1(CC=2NC(C=CC2CO1)=O)C 7,7-dimethyl-7,8-dihydro-1H-pyrano[4,3-b]pyridin-2(5H)-one